(E)-1-(2-hydroxyphenyl)-3-(p-fluorophenyl)prop-2-en-1-one OC1=C(C=CC=C1)C(\C=C\C1=CC=C(C=C1)F)=O